N-(2-Amino-3-fluoro-4-((4-(trifluoromethyl)phenethyl)amino)phenyl)heptanamid NC1=C(C=CC(=C1F)NCCC1=CC=C(C=C1)C(F)(F)F)NC(CCCCCC)=O